N-(1-((3,3-difluorocyclobutyl)methyl)-1H-indazol-3-yl)-4-((2-hydroxyethyl)sulphonamido)-2-(6-azaspiro[2.5]oct-6-yl)benzamide FC1(CC(C1)CN1N=C(C2=CC=CC=C12)NC(C1=C(C=C(C=C1)NS(=O)(=O)CCO)N1CCC2(CC2)CC1)=O)F